dimethyl 4-bromo-5-tert-butoxycarbonyloxy-benzene-1,3-dicarboxylate BrC1=C(C=C(C=C1OC(=O)OC(C)(C)C)C(=O)OC)C(=O)OC